3,4-Methylenedioxy-β-nitrostyrene zinc-barium phosphate P(=O)([O-])([O-])[O-].[Ba+2].[Zn+2].C1OC=2C=C(C=C[N+](=O)[O-])C=CC2O1